C1(CC1)C(=O)NC1=CC(=C(N=N1)C(=O)NC([2H])([2H])[2H])NC1=C(C(=CC=C1)C=1N=CN(C(C1)=O)C)OC 6-(cyclopropanecarboxamido)-4-((2-methoxy-3-(1-methyl-6-oxo-1,6-dihydropyrimidin-4-yl)phenyl)amino)-N-(methyl-d3)pyridazine-3-carboxamide